OC(C(=O)O)CCCC α-hydroxyhexanoic acid